C1(CC1)C=1SC(=CN1)C=1C=C(C=CC1)N(C(=O)[C@@H]1CC[C@H](CC1)C(=O)OC)C[C@@H]1CC[C@H](CC1)C=1C=NC(=CC1)N(C)C trans-Methyl 4-((3-(2-cyclopropylthiazol-5-yl)-phenyl)((trans-4-(6-(dimethylamino)pyridin-3-yl)cyclohexyl)methyl)-carbamoyl)-cyclohexanecarboxylate